NC1=NC(=NC=C1C(F)F)C1=C(C=C2C(N(C=NC2=C1)CCC[C@H](C)NC=1C=NNC(C1C(F)(F)F)=O)=O)F 7-[4-amino-5-(difluoromethyl)pyrimidin-2-yl]-6-fluoro-3-[(4S)-4-[[6-oxo-5-(trifluoromethyl)-1H-pyridazin-4-yl]amino]pentyl]quinazolin-4-one